4-bromo-1-(4-bromobutyl)pyridin-2(1H)-one BrC1=CC(N(C=C1)CCCCBr)=O